benzyl N-[2-[2-[2-(2-hydroxyethoxy)ethoxy]ethoxy]ethyl]-N-methyl-carbamate OCCOCCOCCOCCN(C(OCC1=CC=CC=C1)=O)C